ClC1=NC(=CC=C1C(=O)O)N1N=C(C=C1)OCC[Si](C)(C)C 2-Chloro-6-[3-(2-trimethylsilylethoxy)pyrazol-1-yl]pyridine-3-carboxylic acid